CN(C)C(=S)[S-] N,N-dimethylaminodithioformate